phenyl-3-furancarbonitrile C1=CC=C(C=C1)C2=C(C=CO2)C#N